C1(CC1)C(C#CC=1C2=C(C(N(C1)C)=O)NC(=C2C=2OC(=NN2)CC(C)C)C)(C)O 4-(3-cyclopropyl-3-hydroxy-but-1-ynyl)-3-(5-isobutyl-1,3,4-oxadiazol-2-yl)-2,6-dimethyl-1H-pyrrolo[2,3-c]pyridin-7-one